Cl.FC=1C(=CC=2C3=C(C=NC2C1)N(C(C31CCC1)=O)C)C=1C=C(C(=NC1)OCCNC(C)C)NS(=O)(=O)C(C)C N-(5-(7'-fluoro-3'-methyl-2'-oxo-2',3'-dihydrospiro[cyclobutane-1,1'-pyrrolo[2,3-c]quinolin]-8'-yl)-2-(2-(isopropylamino)ethoxy)pyridin-3-yl)propane-2-sulfonamide hydrochloride